COC(=O)C12CC3C(C(CC(C1)C3)C2)NC2=CC(=C(C=C2)NC2=NC=C(C(=N2)Cl)C(F)(F)F)OC 4-((4-((4-chloro-5-(trifluoromethyl)pyrimidin-2-yl)amino)-3-methoxyphenyl)amino)adamantan-1-carboxylic acid methyl ester